(S)-3-fluoro-5-(2-(3-(6-methylpyridin-2-yl)-4-(quinolin-4-yl)-1H-pyrazol-1-yl)acetamido)benzoic acid quinuclidin-3-yl ester N12C[C@H](C(CC1)CC2)OC(C2=CC(=CC(=C2)NC(CN2N=C(C(=C2)C2=CC=NC1=CC=CC=C21)C2=NC(=CC=C2)C)=O)F)=O